6-(Dimethylamino)-2-hydroxy-1-naphthaldehyde CN(C=1C=C2C=CC(=C(C2=CC1)C=O)O)C